2-fluoro-1-[3-[4-[1-(2-hydroxyethyl)pyrazol-4-yl]-1-[4-(trifluoromethoxy)phenyl]pyrazolo[3,4-b]pyridin-3-yl]azetidin-1-yl]prop-2-en-1-one FC(C(=O)N1CC(C1)C1=NN(C2=NC=CC(=C21)C=2C=NN(C2)CCO)C2=CC=C(C=C2)OC(F)(F)F)=C